2-(3-(4-hydroxyphenyl)propionylamino)benzoic acid OC1=CC=C(C=C1)CCC(=O)NC1=C(C(=O)O)C=CC=C1